FC=1C(=CC(=C(C1)N1C(C=CC2=CC(=CC=C12)S(=O)(=O)NC1=NOC=C1)=O)OC)SCC(F)(F)F Racemic-1-(5-fluoro-2-methoxy-4-((2,2,2-trifluoroethyl)thio)phenyl)-N-(isoxazol-3-yl)-2-oxo-1,2-dihydroquinoline-6-sulfonamide